BrC1=CC(=C(C=C1F)NS(=O)(=O)C1=CNC(=C1)C=1C=CC=C2C=CC=NC12)F N-(4-bromo-2,5-difluorophenyl)-5-quinolin-8-yl-1H-pyrrole-3-sulfonamide